C(CC(=O)OCCC(C=C(C(C)C)C)C)(=O)OCC ethyl (3,5,6-trimethylhept-4-en-1-yl) malonate